3-((S)-6-chloro-2,3,4,9-tetrahydro-1H-pyrido[3,4-b]indol-1-yl)-2-methylpropan-1-ol ClC=1C=C2C3=C(NC2=CC1)[C@@H](NCC3)CC(CO)C